4-(3-ethoxyphenyl)thiophene C(C)OC=1C=C(C=CC1)C=1C=CSC1